C(C)(C)(C)N1C2=NC(=NC(=C2N=C1)NC=1C(=NN(C1)CCCCCNC(OC(C)(C)C)=O)OC)N1C[C@H]([C@@H](C1)NC(CCS(=O)(=O)C)=O)F tert-butyl N-[5-[4-[[9-tert-butyl-2-[(3R,4R)-3-fluoro-4-(3-methylsulfonylpropanoylamino) pyrrolidin-1-yl]purin-6-yl]amino]-3-methoxy-pyrazol-1-yl]pentyl]carbamate